1-(3-cyanophenyl)-3-(2-methoxyethyl)thiourea C(#N)C=1C=C(C=CC1)NC(=S)NCCOC